C(CC)OCCOCC1=CC=C(OCC(C)O)C=C1 3-[4-(2-propoxy-ethoxymethyl)-phenoxy]propan-2-ol